CN1N=C(C=2C1=CN=C(C2)C2(C(CCCC2)=O)CC=O)C 2-[1-(1,3-dimethylpyrazolo[3,4-c]pyridin-5-yl)-2-oxo-cyclohexyl]acetaldehyde